2-(3-(1-methyl-1H-pyrazol-4-yl)-5-(trifluoromethyl)phenyl)acetic acid CN1N=CC(=C1)C=1C=C(C=C(C1)C(F)(F)F)CC(=O)O